C1=[N+](C=CC=2C3=CC=CC=C3NC12)[O-] β-Carboline-N-Oxide